C(CCC\C=C/C=C/CCCC)O (5z,7e)-5,7-dodecadien-1-ol